CSC1=NC(=CC(=C1)C(C(CCN(C)C)(O)C1=CC(=NC(=C1)OC)OC)C=1C(=NC2=CC=C(C=C2C1)Br)OC)SC 1-(2,6-bis(methylthio)pyridin-4-yl)-1-(6-bromo-2-methoxyquinolin-3-yl)-2-(2,6-dimethoxypyridin-4-yl)-4-(dimethylamino)butan-2-ol